3-(1,3-dithian-2-yl)-4-(6-methoxynaphthalen-2-yl)-1-phenyl-1H-pyrazole S1C(SCCC1)C1=NN(C=C1C1=CC2=CC=C(C=C2C=C1)OC)C1=CC=CC=C1